5-chloro-2-(4-chlorothiazol-5-yl)-4-(6-fluoro-1,4-diazepan-1-yl)-1H-pyrimidin-6-one hydrochloride Cl.ClC1=C(N=C(NC1=O)C1=C(N=CS1)Cl)N1CCNCC(C1)F